2,3-dihydrodiketophthalazine O=C1NNC(C2=CC=CC=C12)=O